4-((2-Azaspiro[3.3]heptan-6-ylmethyl)amino)-2-(2,6-dioxopiperidin-3-yl)isoindoline-1,3-dione tert-butyl-6-formyl-1,4-oxazepane-4-carboxylate C(C)(C)(C)OC(=O)N1CCOCC(C1)C=O.C1NCC12CC(C2)CNC2=C1C(N(C(C1=CC=C2)=O)C2C(NC(CC2)=O)=O)=O